(E)-ketoamide O=[N-]